CC1=NC2=C(C=CC=C2C=C1)N(CC(=O)OCC)CC(=O)OCC diethyl 2,2'-((2-methylquinolin-8-yl)azanediyl)diacetate